C(C1=CC=CC=C1)(=O)NC1=CC=C(C=C1)C1=NN(C(=C1)NC(C1=CC(=CC=C1)C(C1=CC=CC=C1)=O)=O)C N-(3-(4-Benzamidophenyl)-1-methyl-1H-pyrazol-5-yl)-3-benzoylbenzamide